BrC1=C2C(=NNC2=CC(=C1Cl)C)I 4-Bromo-5-chloro-3-iodo-6-methyl-1H-indazole